tert-butyl 4-(4-((2,6-dioxopiperidin-3-yl)amino)-5-fluoro-2-methoxyphenyl)piperazine-1-carboxylate O=C1NC(CCC1NC1=CC(=C(C=C1F)N1CCN(CC1)C(=O)OC(C)(C)C)OC)=O